ClC=1N=CC2=C(N1)N(C(=C2)C2CC2)C2=CC=CC(=N2)C(C)C 2-(6-(2-Chloro-6-cyclopropyl-7H-pyrrolo[2,3-d]pyrimidin-7-yl)pyridin-2-yl)propan